C(C(C)C)N(C(C1=C(C=CC=C1)S(=O)(=O)C)=O)C1=CC(=CC=C1)N(CC=1N=CN(C1)COCC[Si](C)(C)C)C N-isobutyl-N-(3-(methyl((1-((2-(trimethylsilyl)ethoxy)methyl)-1H-imidazol-4-yl)methyl)amino)phenyl)-2-(methylsulfonyl)benzamide